FC(CN)(F)F 2,2,2-trifluoro-ethylamine